Cl.Cl.N(=NC(C(=N)N)(C)C)C(C(=N)N)(C)C 2,2'-azobis-(2-methyl-propionamidin)-dihydrochloride